4-[(1S,7S,8R,10S,16R,17R)-17-(6-Amino-9H-purin-9-yl)-4,13-dioxo-4,13-disulfanyl-3,5,12,14-tetraoxa-4λ5,13λ5-diphosphatricyclo[14.2.0.07,10]octadecan-8-yl]pyridin-2-carboxamid NC1=C2N=CN(C2=NC=N1)[C@H]1[C@@H]2COP(OC[C@H]3C[C@H]([C@@H]3COP(OC[C@H]2C1)(S)=O)C1=CC(=NC=C1)C(=O)N)(S)=O